CC1=C2C(=CC(=C1)S2)C 2,6-dimethyl-1,4-phenylenesulfide